4-chloro-2,6-dimethylbenzene ClC1=CC(=CC(=C1)C)C